allylchloro[1,3-bis(2,6-diisopropylphenyl)imidazol-2-ylidene]palladium (II) C(C=C)[Pd-2](=C1N(C=CN1C1=C(C=CC=C1C(C)C)C(C)C)C1=C(C=CC=C1C(C)C)C(C)C)Cl